C(C)(C)(C)OC(NCC[C@@H]1N(CCC1)C(=O)C1=CC=NC2=CC=C(C=C12)Br)=O (R)-(2-(1-(6-bromoquinoline-4-carbonyl)pyrrolidin-2-yl)ethyl)carbamic acid tert-butyl ester